COCC(=O)NC1=NC=CC2=C1C=CN2C2=C1N=CN(C1=NC(=N2)C2=NC(=CC=C2)C)CC2=CC=C(C=C2)OC 2-methoxy-N-(1-(9-(4-methoxybenzyl)-2-(6-methylpyridin-2-yl)-9H-purin-6-yl)-1H-pyrrolo[3,2-c]pyridin-4-yl)acetamide